C(C)C=1C(=C(C(=NC1)C(=O)O)CC)C(=O)O.N1=C(C=C(C=C1)C(=O)OCC)C(=O)OCC diethyl 2,4-pyridinedicarboxylate (diethyllutidinate)